7-methyl-N-(pyridin-4-ylmethyl)thieno[3,2-c]pyridazin-4-amine CC1=CSC2=C1N=NC=C2NCC2=CC=NC=C2